N[C@@H](CNC(CCOC)C1=CN=C(S1)NC(OC(C)(C)C)=O)C(F)(F)F tert-butyl (5-(1-(((S)-2-amino-3,3,3-trifluoropropyl)amino)-3-methoxypropyl)thiazol-2-yl)carbamate